CN1N=C(C(=C1C)O)C1=CC(=CC=C1)S(=O)(=O)C(C)(C)C 1,5-Dimethyl-3-(3-(tert-butylsulfonyl)phenyl)-pyrazol-4-ol